6-(3-hydroxy-3-methylazetidin-1-yl)(pyrazolo[1,5-a]pyrazine-3-carbonitrile) OC1(CN(C1)C=1N=CC=2N(C1)N=CC2C#N)C